C(C)OC(=O)C1CN(C(CC1)C1=C(C(=CC=C1OC)Cl)Cl)C(=O)OC(C)(C)C 6-(2,3-dichloro-6-methoxyphenyl)piperidine-1,3-dicarboxylic acid 1-tert-butyl 3-ethyl ester